glucopyranose phosphate P(=O)(O)(O)O.OC1[C@H](O)[C@@H](O)[C@H](O)[C@H](O1)CO